Cl.ClCCN(C1=CC2=C(N(C(=N2)CCCC(=O)O)C)C=C1)CCCl 4-[5-[bis(2-chloroethyl)amino]-1-methylbenzimidazol-2-yl]butanoic acid hydrochloride